aluminum-cobalt tetraoxide [Co](=O)(=O)(=O)=O.[Al]